piperidinyltrifluoromethanesulfonamide N1(CCCCC1)NS(=O)(=O)C(F)(F)F